tert-butyl (2'-(4,4-difluorocyclohex-1-en-1-yl)-[2,4'-bipyridin]-3'-yl)carbamate FC1(CC=C(CC1)C1=NC=CC(=C1NC(OC(C)(C)C)=O)C1=NC=CC=C1)F